C(C)OC(C(C)(C)OC1=C(C=C(C=C1C)CN1N=CN(C1=O)C1=C(C=CC=C1)C(F)(F)F)C)=O 2-(2,6-Dimethyl-4-((5-oxo-4-(2-(trifluoromethyl)phenyl)-4,5-dihydro-1H-1,2,4-Triazol-1-yl)methyl)phenoxy)-2-methylpropionic acid ethyl ester